tert-butyl (4,4-difluoro-2-methyl-1-oxobutan-2-yl)carbamate FC(CC(C=O)(C)NC(OC(C)(C)C)=O)F